C(OCCCCOOC(C)(C)CCC)([O-])=O t-hexylperoxy-n-butyl monocarbonate